FCC(C(O)(F)F)(F)F pentafluoro-propanol